(4-(dihexylamino)-3-fluorophenyl)-2,6-dimethylpyrimidin-4(3H)-one sulfate S(=O)(=O)(O)O.C(CCCCC)N(C1=C(C=C(C=C1)N1C(=NC(=CC1=O)C)C)F)CCCCCC